N1,N4-bis(pyridin-2-ylmethyl)butane-1,4-diamine N1=C(C=CC=C1)CNCCCCNCC1=NC=CC=C1